4-[[(1R)-3-(dimethylamino)-1-(phenylsulfanylmethyl)propyl]amino]-3-nitro-benzenesulfonamide CN(CC[C@H](CSC1=CC=CC=C1)NC1=C(C=C(C=C1)S(=O)(=O)N)[N+](=O)[O-])C